NC1CC(C1)C(SCC1=CC=C(C=C1)C(NCCN)=O)=O S-(4-((2-aminoethyl)carbamoyl)benzyl) (1s,3s)-3-aminocyclobutane-1-carbothioate